C(C)C(CC)OC(=O)NC(C(=O)O)CCN(CCCCC1=NC=2NCCCC2C=C1)CCOC 2-(1-ethylpropoxycarbonylamino)-4-[2-methoxyethyl-[4-(5,6,7,8-tetrahydro-1,8-naphthyridin-2-yl)butyl]amino]butanoic acid